dimethyl-(divinyl)tin (IV) C[Sn](C=C)(C=C)C